tert-butyl (R)-(1-(2-bromo-6-fluorophenyl)-3-((tert-butyldimethylsilyl) oxy)propan-2-yl)carbamate BrC1=C(C(=CC=C1)F)C[C@H](CO[Si](C)(C)C(C)(C)C)NC(OC(C)(C)C)=O